CN1N=C2N(C=CC(=C2)N2C3=C(OCC2)C=C(C=N3)C(=O)N3[C@@H](CCC3)C(=O)N)C1=O (S)-1-(4-(2-methyl-3-oxo-2,3-dihydro[1,2,4]triazolo[4,3-a]pyridin-7-yl)-3,4-dihydro-2H-pyrido[3,2-b][1,4]oxazine-7-carbonyl)pyrrolidine-2-carboxamide